C(C)C1=CN=C(S1)C=1C=C(C(=O)N[C@H](C)C=2C=NC(=NC2)C(F)(F)F)C=C(C1)OC[C@@H]1CN(CCO1)C 3-(5-ethyl-1,3-thiazol-2-yl)-5-{[(2S)-4-methylmorpholin-2-yl]methoxy}-N-{(1R)-1-[2-(trifluoromethyl)pyrimidin-5-yl]ethyl}benzamide